NC(C[C@H]1C[C@H](N(C1=O)C1=NC(=CC(=C1)C(F)(F)F)C)C(=O)N(C)C1=CC(=C(C=C1)F)Cl)=O (2S,4R)-4-(2-amino-2-oxoethyl)-N-(3-chloro-4-fluorophenyl)-N-methyl-1-(6-methyl-4-(trifluoromethyl)pyridin-2-yl)-5-oxopyrrolidine-2-carboxamide